3-cyano-2,6-dihydroxy-4-trifluoromethyl-pyridine C(#N)C=1C(=NC(=CC1C(F)(F)F)O)O